The molecule is the principal sulfolipid class of virulent human Mycobacterium tuberculosis strain H(37)Rv. It is a sulfoglycolipid and a polyacyl alpha,alpha-trehalose derivative. It derives from an alpha,alpha-trehalose. It is a conjugate acid of a sulfolipid-1(1-). CCCCCCCCCCCCCCCC[C@H](C)C[C@H](C)C[C@H](C)C[C@H](C)C[C@H](C)C[C@H](C)C[C@H](C)C[C@H](C)C(=O)OC[C@@H]1[C@H]([C@@H]([C@H]([C@H](O1)O[C@@H]2[C@@H]([C@H]([C@@H]([C@H](O2)COC(=O)[C@@H](C)C[C@@H](C)C[C@@H](C)C[C@@H](C)C[C@@H](C)C[C@@H](C)C[C@@H](C)C[C@@H](C)[C@@H](CCCCCCCCCCCCCCC)O)O)O)OS(=O)(=O)O)OC(=O)CCCCCCCCCCCCCCC)OC(=O)[C@@H](C)C[C@@H](C)C[C@@H](C)C[C@@H](C)C[C@@H](C)C[C@@H](C)C[C@@H](C)C[C@@H](C)[C@@H](CCCCCCCCCCCCCCC)O)O